BrC1=C(OC2=CC=C3C(=N2)C(=CN3S(=O)(=O)CC3=CC=CC=C3)C(C)C)C(=CC(=C1)[N+](=O)[O-])Br 5-(2,6-dibromo-4-nitrophenoxy)-3-isopropyl-1-toluenesulfonyl-1H-pyrrolo[3,2-b]pyridine